CC1=CC=C(C=C1)C(C(=O)NCC1=CC=NC=C1)NCCC1CCNCC1 2-(4-methylphenyl)-2-[(2-piperidine-4-ylethyl)amino]-N-(pyridine-4-ylmethyl)acetamid